C(C)N(C(CC1(CCCCC1)CC(=O)N(CC)CC)=O)CC 1-(diethylamino)-2-{1-[2-(diethylamino)-2-oxoethyl]cyclohexyl}-1-ethanone